C1=C(C=CC2=CC=C(C=C12)C(=O)[O-])C(=O)[O-].[Na+].[Na+] sodium 2,7-naphthalenedicarboxylate